p-mentha-1-ene-9-formaldehyde C1(=CCC(CC1)C(CC=O)C)C